Cl.N1N=CC2=C(C=CC=C12)SC=1C(N(C(=NC1)N1CCC2(CCC[C@H]2N)CC1)C)=O (R)-5-((1H-indazol-4-yl)thio)-2-(1-amino-8-azaspiro[4.5]decan-8-yl)-3-methylpyrimidin-4(3H)-one hydrochloride